4-(3-aminopropyl)thiomorpholine 1,1-dioxide NCCCN1CCS(CC1)(=O)=O